(4-(2,4-dihydroxyphenyl)thiazol-2-yl)-2-morpholinyl-2-oxoacetamide OC1=C(C=CC(=C1)O)C=1N=C(SC1)NC(C(=O)N1CCOCC1)=O